C(C1=CC=CC=C1)OC(=O)N1CCC2=C(C=CC=C12)B1OC(C(O1)(C)C)(C)C.BrC=1C=C(C(=NC1)N1C(CCCC1)=O)F 1-(5-bromo-3-fluoropyridin-2-yl)piperidin-2-one benzyl-4-(4,4,5,5-tetramethyl-1,3,2-dioxaborolan-2-yl)indoline-1-carboxylate